(R)-2-amino-3-methoxy-N-((R)-4-oxo-4-phenyl-1-((3aS,4S,6S,7aR)-3a,5,5-trimethylhexahydro-4,6-methanobenzo[d][1,3,2]dioxaborol-2-yl)butyl)propenamide hydrochloride Cl.NC(C(=O)N[C@@H](CCC(C1=CC=CC=C1)=O)B1O[C@@]2([C@H](O1)C[C@H]1C([C@@H]2C1)(C)C)C)=COC